1-(3-(4-chloro-3,5-dimethylphenoxy)propyl)-3,5-dimethyl-4-(4-methylphenylsulfonyl-imino)-1H-pyrrole-2-carboxylic acid ClC1=C(C=C(OCCCN2C(=C(C(C2C)=NS(=O)(=O)C2=CC=C(C=C2)C)C)C(=O)O)C=C1C)C